(S)-4-(2-amino-3-(4-(4-(tetrahydrofuran-3-yl)-2-oxopiperazin-1-yl)phenyl)propanamido)-1H-indole N[C@H](C(=O)NC1=C2C=CNC2=CC=C1)CC1=CC=C(C=C1)N1C(CN(CC1)C1COCC1)=O